O[C@@](CN1N=CC(=C1)C#N)(C)[C@H]1CC[C@H]2[C@@H]3CC[C@H]4C[C@](CC[C@@H]4[C@H]3CC[C@]12C)(COC)O 1-((S)-2-hydroxy-2-((3R,5S,8R,9R,10S,13S,14S,17S)-3-hydroxy-3-(methoxymethyl)-13-methylhexadecahydro-1H-cyclopenta[a]phenanthren-17-yl)propyl)-1H-pyrazole-4-carbonitrile